[(2-hydroxybenzoyl)amino]octanoic acid OC1=C(C(=O)NC(C(=O)O)CCCCCC)C=CC=C1